C1(CCC1)N[C@]1(CN(CC1)C1=CC=C(N=N1)C1=C(C=C(C=C1)C1=CN=NC(=C1)OC)O)C 2-{6-[(3R)-3-(cyclobutylamino)-3-methylpyrrolidin-1-yl]pyridazin-3-yl}-5-(6-methoxypyridazin-4-yl)phenol